C(#C)C=1C=C(C=C(C(=O)NCCNC(OC(C)(C)C)=O)C1)C(=O)NCCNC(OC(C)(C)C)=O di-t-butyl (((5-ethynylisophthaloyl)bis(azanediyl))bis(ethane-2,1-diyl))dicarbamate